ClC1=C(C=C(C=C1)B(O)O)F (4-chloro-3-fluoro-phenyl)boronic acid